tert-butyl N-methyl-N-(pyrrolidin-3-ylmethyl)carbamate CN(C(OC(C)(C)C)=O)CC1CNCC1